4-fluoro-2-tetrahydropyran-2-yl-5-(tetrahydropyran-3-ylmethylamino)pyridazin-3-one FC=1C(N(N=CC1NCC1COCCC1)C1OCCCC1)=O